F[C@@H]1[C@@H]2CCC[C@H](C[C@H]1SC=1N=CC(=NC1)C=1C=C3C=CN=CC3=CC1O)N2 6-(5-(((1S,2R,3R,5R)-2-fluoro-9-azabicyclo[3.3.1]non-3-yl)thio)pyrazin-2-yl)isoquinolin-7-ol